C(C)(=O)NO[C@@H](C=O)[C@@H](O)[C@H](O)[C@H](O)CO O-acetamidoglucose